(4-(Cyclopropanecarbonyl)piperazin-1-yl)(6-fluoro-4-(4-(methylsulfonyl)piperazin-1-yl)quinolin-3-yl)methanone C1(CC1)C(=O)N1CCN(CC1)C(=O)C=1C=NC2=CC=C(C=C2C1N1CCN(CC1)S(=O)(=O)C)F